2-(6-bromo-7-((3R)-3-ethyl-4-(1-(quinoxalin-6-yl)ethyl)piperazin-1-yl)-4-methyl-5-oxo-4,5-dihydro-2H-pyrazolo[4,3-b]pyridin-2-yl)acetonitrile BrC1=C(C=2C(N(C1=O)C)=CN(N2)CC#N)N2C[C@H](N(CC2)C(C)C=2C=C1N=CC=NC1=CC2)CC